N-(4-bromo-2-chlorophenyl)-P-(4-(5-(chlorodifluoromethyl)-1,2,4-oxadiazol-3-yl)-2-fluorophenyl)-P-methylphosphinic amide BrC1=CC(=C(C=C1)NP(=O)(C)C1=C(C=C(C=C1)C1=NOC(=N1)C(F)(F)Cl)F)Cl